2-(4-(3-(1-(5-chloropyrimidin-2-yl)piperidin-4-yl)propoxy)-2-fluorophenyl)-1-((3aS,6aS)-1-((2S,3S,4R)-2,3,4,5-tetrahydroxypentyl)hexahydropyrrolo[3,4-b]pyrrol-5(1H)-yl)ethan-1-one ClC=1C=NC(=NC1)N1CCC(CC1)CCCOC1=CC(=C(C=C1)CC(=O)N1C[C@H]2N(CC[C@H]2C1)C[C@@H]([C@@H]([C@@H](CO)O)O)O)F